BrC1=C(C=C(C=C1)C(F)(F)F)I 1-bromo-2-iodo-4-(trifluoromethyl)benzene